C(C)(C)(C)OC(=O)N1C[C@@H](NCC1)CCOC1=C2C(NC(=NC2=C(C(=C1Cl)Br)F)Cl)=O (S)-3-(2-((7-bromo-2,6-dichloro-8-fluoro-4-oxo-3,4-dihydroquinazolin-5-yl)oxy)ethyl)piperazine-1-carboxylic acid tert-butyl ester